S1(CNCC1)=O tetrahydrothiazolone